L-serine amide N[C@@H](CO)C(=O)N